2-cyclohexyl-6-methylcyclohexa-2,5-diene C1(CCCCC1)C=1CC(=CCC1)C